CS(=O)(=O)N1CCC(CC1)COC1=C(C=C(CN2CC3=CC=CC=C3C2)C=C1)C(F)(F)F 2-(4-((1-(Methylsulfonyl)piperidin-4-yl)methoxy)-3-(trifluoromethyl)benzyl)-isoindoline